FC1(C(C=2C=3C1(CC(C3C(=CC2)F)=C)O)(F)F)F 3,3,4,4,7-pentafluoro-1-methylene-1,2,3,4-tetrahydro-2aH-cyclopenta[cd]inden-2a-ol